4-Bromo-N-((2-chlorophenyl)carbamoyl)-2,5-difluorobenzamide BrC1=CC(=C(C(=O)NC(NC2=C(C=CC=C2)Cl)=O)C=C1F)F